C(C)(CC)C1C(NC2=C(CN1C(=O)NC1CCNCC1)C=CC=C2)=O 3-(sec-butyl)-2-oxo-N-(piperidin-4-yl)-1,2,3,5-tetrahydro-4H-benzo[1,4]diazepine-4-carboxamide